N-(6-((5-chloro-2-((4-(4-(3-(dimethylamino)pyrrolidin-1-yl)piperidin-1-yl)-2-methoxy-5-methylphenyl)amino)pyrimidin-4-yl)amino)-2,3-dihydrobenzofuran-5-yl)methanesulfonamide ClC=1C(=NC(=NC1)NC1=C(C=C(C(=C1)C)N1CCC(CC1)N1CC(CC1)N(C)C)OC)NC1=CC2=C(CCO2)C=C1NS(=O)(=O)C